BrC1=CC=CC2=C1OC=1C=NC=CC12 8-bromobenzofuro[2,3-C]pyridine